(S)-4-(4-acryloyl-2-methylpiperazin-1-yl)-7-(2-chlorophenyl)-1-(2-cyclobutyl-6-(methylsulfonyl)phenyl)-6-fluoropyridino[2,3-d]pyrimidin-2(1H)-one C(C=C)(=O)N1C[C@@H](N(CC1)C=1C2=C(N(C(N1)=O)C1=C(C=CC=C1S(=O)(=O)C)C1CCC1)N=C(C(=C2)F)C2=C(C=CC=C2)Cl)C